2-bromo-N-(2-bromobenzyl)aniline BrC1=C(NCC2=C(C=CC=C2)Br)C=CC=C1